FC(C1=C2C=CNC2=C(C(=C1OC=1C=CC(=C(C1)C=1NC=C(N1)[C@@]1(CCOC2=C(C=CC=C12)CCC(=O)OCC)C)F)F)F)F ethyl (R)-3-(4-(2-(5-((4-(difluoromethyl)-6,7-difluoro-1H-indol-5-yl)oxy)-2-fluorophenyl)-1H-imidazol-4-yl)-4-methylchroman-8-yl)propanoate